N[C@]1([C@@H](CC[C@H](C1)CCB(O)O)CN(C1=CC=CC=C1)C)C(=O)O |r| rac-(1R,2S,5R)-1-amino-5-(2-boronoethyl)-2-((methyl(phenyl)amino)methyl)cyclohexanecarboxylic acid